4-(4-(2,4-difluorophenoxy)piperidin-1-yl)-5-nitro-N-propylpyridinecarboxamide FC1=C(OC2CCN(CC2)C2=CC(=NC=C2[N+](=O)[O-])C(=O)NCCC)C=CC(=C1)F